BrC1=CC=C(C=C1)C(C(F)(F)F)O 1-(4-bromophenyl)-2,2,2-trifluoro-ethanol